1-(4-fluoro-2-isopropoxyphenyl)ethanone FC1=CC(=C(C=C1)C(C)=O)OC(C)C